[Cl-].NC(C)C=1NC=C[NH+]1 1-aminoethyl-imidazolium chloride salt